COC1C=CC2=C3C=1O[C@H]1C[C@@H](O)C=C[C@@]31CCN(C)C2 Galanthamine